(3R,5R,8R,9S,10S,13S,14S,17R)-17-((2S,3S)-3-hydroxy-4-isopropoxybutan-2-yl)-10,13-dimethyl-3-(trifluoromethyl)hexadecahydro-1H-cyclopenta[a]phenanthren-3-ol O[C@@H]([C@@H](C)[C@H]1CC[C@H]2[C@@H]3CC[C@@H]4C[C@@](CC[C@@]4([C@H]3CC[C@]12C)C)(O)C(F)(F)F)COC(C)C